N1=CN=CC2=C1C=CN=C2 pyrido[3,4-e]pyrimidin